C1(=CC=C(C=C1)C1=NC(=NC(=N1)C1=CC=C(C=C1)C1=CC=CC=C1)C1=C(C=C(C=C1)OCC(CCCC)CC)O)C1=CC=CC=C1 2-[4,6-bis(biphenyl-4-yl)-1,3,5-triazin-2-yl]-5-(2-ethylhexyloxy)phenol